C(C)(C)(C)OC(NCCC1=CC=C(C=C1)NC(CC1=CC=NC=C1)=O)=O 4-(2-(pyridin-4-yl)acetamido)phenethylcarbamic acid tert-butyl ester